NC1=C(C(N(C2=NC(=CC=C12)C(F)(F)F)C1=CC=C(C=C1)C(C)O)=O)C(=O)OC methyl 4-amino-1-(4-(1-hydroxyethyl)phenyl)-2-oxo-7-(trifluoro methyl)-1,2-dihydro-1,8-naphthyridine-3-carboxylate